C(C)(C)(C)OC(=O)NC1=C(C(=O)OC)C=C(C=C1)Cl Methyl 2-((tert-Butoxycarbonyl) amino)-5-chlorobenzoate